1,6-dimethyl-4-[4-(2-methylphenoxy)piperidin-1-yl]-2-oxo-1,2-dihydroquinoline-3-carbonitrile CN1C(C(=C(C2=CC(=CC=C12)C)N1CCC(CC1)OC1=C(C=CC=C1)C)C#N)=O